CC1=NC=CC(=C1)C1=CC=2C=NC(=CC2N1)NC(OC)=O methyl 2-(2-methylpyridin-4-yl)-1H-pyrrolo[3,2-c]pyridin-6-ylcarbamate